4,4,5,5-tetramethyl-4,5-dihydroimidazo[1,5-a]quinoline CC1(C=2N(C3=CC=CC=C3C1(C)C)C=NC2)C